2-(4-chloro-3-fluorophenoxy)-N-{3-[([1,2,4]triazolo[1,5-a]pyrazin-8-yl)amino]bicyclo[1.1.1]pent-1-yl}acetamide ClC1=C(C=C(OCC(=O)NC23CC(C2)(C3)NC=3C=2N(C=CN3)N=CN2)C=C1)F